C(C)N(C)[Ta](N(CC)C)(N(CC)C)(N(CC)C)N(CC)C penta(ethylmethylamino)tantalum